FC1(CN(C1)C(=O)C=1N=C2N(N1)C(CC2)C(C)(F)F)F (3,3-difluoroazetidin-1-yl)-[5-(1,1-difluoroethyl)-6,7-dihydro-5H-pyrrolo[1,2-b][1,2,4]Triazol-2-yl]Methanone